Ethyl-4-bromo-3-(6-carbamoyl-7-ethoxy-1H-benzo[d]imidazol-2-yl)-7-fluorobenzo[b]thiophene-2-carboxylate C(C)OC(=O)C1=C(C2=C(S1)C(=CC=C2Br)F)C2=NC1=C(N2)C(=C(C=C1)C(N)=O)OCC